[Mg].BrC1=NN(C=C1)C1=NC=CC=C1Cl 2-(3-bromo-1H-pyrazol-1-yl)-3-chloropyridine magnesium salt